2-((2S,3R,4S)-5-Chloro-6-fluoro-3-(methoxymethyl)-2-((methylamino)methyl)-2-phenyl-2,3-dihydrobenzofuran-4-yl)-3-fluoro-4-methoxybenzamide ClC=1C(=CC2=C([C@@H]([C@](O2)(C2=CC=CC=C2)CNC)COC)C1C1=C(C(=O)N)C=CC(=C1F)OC)F